O=S1(CC2(C1)CC(C2)NC2=NC=CC(=N2)C2=C(N=C(S2)C21CC(C2)(C1)C(F)(F)F)C=1C(=C(C=CC1)NS(=O)(=O)C1=C(C=CC=C1F)F)F)=O N-(3-(5-(2-((2,2-dioxido-2-thiaspiro[3.3]heptan-6-yl)amino)-pyrimidin-4-yl)-2-(3-(trifluoromethyl)bicyclo[1.1.1]pentan-1-yl)thiazol-4-yl)-2-fluorophenyl)-2,6-difluorobenzenesulfonamide